N1C=C(C2=CC=CC=C12)C[C@@H](C(=O)NC1=CC=C(C=C1)N1CCOCC1)NS(=O)(=O)C1=CC=C(C(=O)OCC)C=C1 (S)-ethyl 4-(N-(3-(1H-indol-3-yl)-1-(4-morpholinophenylamino)-1-oxopropan-2-yl)sulfamoyl)benzoate